N1=CN=C(C2=C1NC=C2)N2CCN(CC2)CC(=O)NC2=CC=C(C=C2)S(=O)(=O)N2CCC2 2-(4-(7H-pyrrolo[2,3-d]pyrimidin-4-yl)piperazin-1-yl)-N-(4-(azetidin-1-ylsulfonyl)phenyl)acetamide